N,N-diethyl-3-(4-nitrophenoxy)cycloocta-1-en-1-amine oxide C(C)[N+](C1=CC(CCCCC1)OC1=CC=C(C=C1)[N+](=O)[O-])(CC)[O-]